1-[(1S)-1-(2-pyrimidin-2-yl-1,2,4-triazol-3-yl)ethyl]-3-[4-(trifluoromethylsulfonyl)phenyl]urea N1=C(N=CC=C1)N1N=CN=C1[C@H](C)NC(=O)NC1=CC=C(C=C1)S(=O)(=O)C(F)(F)F